NC1=NN2C(C=C(C=C2)C=2C=C(C(=NC2C)OC)C(=O)NCC=2C(=NC=CC2)OCC2CCC2)=N1 5-{2-amino-[1,2,4]triazolo-[1,5-a]pyridin-7-yl}-N-{[2-(cyclobutylmethoxy)-pyridin-3-yl]methyl}-2-methoxy-6-methyl-pyridine-3-carboxamide